5-((hexahydropyrrolo[1,2-a]pyrazin-2(1H)-yl)methyl)pyridin C1C2N(CCN1CC=1C=CC=NC1)CCC2